tert-butyl (2S)-4-[7-(8-chloro-1-naphthyl)-2-[[(2S)-4,4-difluoro-1-methyl-pyrrolidin-2-yl]methoxy]-6,8-dihydro-5H-pyrido[3,4-d]pyrimidin-4-yl]-2-(cyanomethyl)piperazine-1-carboxylate ClC=1C=CC=C2C=CC=C(C12)N1CC=2N=C(N=C(C2CC1)N1C[C@@H](N(CC1)C(=O)OC(C)(C)C)CC#N)OC[C@H]1N(CC(C1)(F)F)C